NC(C(=O)O)CC(C1=C(C=CC=C1)NC1O[C@@H]([C@H]([C@H]([C@H]1O)O)O)CO)=O 2-amino-4-oxo-4-(2-(((3R,4R,5S,6R)-3,4,5-trihydroxy-6-(hydroxymethyl)tetrahydro-2H-pyran-2-yl)amino)phenyl)butanoic acid